3-methyl-1-(2,2,2-trifluoro-1-methoxyethoxy)but-2-ene CC(=CCOC(C(F)(F)F)OC)C